2,2''',5,5'''-tetramethoxy-[1,1':4',1'':4'',1'''-quaterphenyl]-4,4'''-dicarbaldehyde COC1=C(C=C(C(=C1)C=O)OC)C1=CC=C(C=C1)C1=CC=C(C=C1)C1=C(C=C(C(=C1)OC)C=O)OC